N-butyl-2-((6-methoxy-2-(2-methoxyimidazo[2,1-b][1,3,4]thiadiazol-6-yl)pyrazolo[1,5-a]pyridin-4-yl)oxy)acetamide C(CCC)NC(COC=1C=2N(C=C(C1)OC)N=C(C2)C=2N=C1SC(=NN1C2)OC)=O